2,8,9-trimethyl-7-(3-(6-methylpyridin-3-yl)-7,8-dihydro-1,6-naphthyridin-6(5H)-yl)-4H-pyrimido[1,2-b]pyridazin-4-one CC=1N=C2N(N=C(C(=C2C)C)N2CC=3C=C(C=NC3CC2)C=2C=NC(=CC2)C)C(C1)=O